FC=1C=CC(=NC1)CC(=O)N1C2CN(CC1C2)C2=NC=C(C=C2)C2=C1C=CC=NC1=CC(=C2)C=2C=NN(C2)C 2-(5-Fluoropyridin-2-yl)-1-(3-(5-(7-(1-methyl-1H-pyrazol-4-yl)quinolin-5-yl)pyridin-2-yl)-3,6-diazabicyclo[3.1.1]heptan-6-yl)ethan-1-one